N-(9-(diethylamino)-5H-benzophenothiazin-5-ylidene)ammonium hydrochloride salt Cl.C(C)N(C=1C=CC=2N=C3C4=C(C(C=C3SC2C1)=[NH2+])C=CC=C4)CC